4-(5-bromo-1H-7-azaindazol-3-yl)3-fluoroaniline BrC=1C=C2C(=NNC2=NC1)C1=C(C=C(N)C=C1)F